3'-O-(2-aminoethyl-carbamoyl)-guanosine-5'-diphosphate P(O)(=O)(OP(=O)(O)O)OC[C@@H]1[C@H]([C@H]([C@@H](O1)N1C=NC=2C(=O)NC(N)=NC12)O)OC(NCCN)=O